1-(4-((1R,2S)-4,4-difluoro-6-hydroxy-2-phenyl-1,2,3,4-tetrahydronaphthalen-1-yl)phenyl)piperidin FC1(C[C@@H]([C@@H](C2=CC=C(C=C12)O)C1=CC=C(C=C1)N1CCCCC1)C1=CC=CC=C1)F